(2-naphthyl)phenylboronic acid C1=C(C=CC2=CC=CC=C12)C1=C(C=CC=C1)B(O)O